((1s,3s)-3-Hydroxy-3-methylcyclobutyl)(7-(3-methoxyphenyl)-2-azaspiro[3.5]nonan-2-yl)methanone OC1(CC(C1)C(=O)N1CC2(C1)CCC(CC2)C2=CC(=CC=C2)OC)C